FC(OC1=CC=C(C=C1)C=1N=C(SC1)C1CCC2N(C(C3=C(CC2)C=C(C=C3)F)=O)C1)F 3-{4-[4-(difluoromethoxy)phenyl]-1,3-thiazol-2-yl}-9-fluoro-1,3,4,11,12,12a-hexahydropyrido[1,2-b][2]benzazepin-6(2H)-one